4-(benzo[d]oxazol-5-yl)indoline O1C=NC2=C1C=CC(=C2)C2=C1CCNC1=CC=C2